C(C)OC(=O)N([C@H]1CN(CC1)C(=O)OC(C)(C)C)C tert-butyl (R)-3-((ethoxycarbonyl)(methyl)amino)pyrrolidine-1-carboxylate